2-Hexyldecyl 8-(N-(3-(dimethylamino)propyl)-8-oxo-8-((2-pentyloctyl)oxy)-octanamido)-octadecenoate CN(CCCN(C(CCCCCCC(OCC(CCCCCC)CCCCC)=O)=O)C(CCCCC=CC(=O)OCC(CCCCCCCC)CCCCCC)CCCCCCCCCC)C